6-ethyl-6,7,8,9-tetrahydro-2H-1,2,5,6-tetraazabenzo[cd]azulene C(C)N1C=2C3=C(NN=C3CCC1)C=CN2